CC=1C=2N(C=C(N1)C)N=C(C2)C2=NC1=C(C=C(C=C1C(N2)=O)N2CCN(CC2)C)C 2-(4,6-dimethylpyrazolo[1,5-a]pyrazin-2-yl)-8-methyl-6-(4-methylpiperazin-1-yl)quinazolin-4(3H)-one